tert-butyl 2-(3-bromo-1-methyl-7-oxo-1,7-dihydro-6H-pyrazolo[4,3-d]pyrimidin-6-yl)acetate BrC1=NN(C2=C1N=CN(C2=O)CC(=O)OC(C)(C)C)C